3,5-dichloro-4-((5-cyclobutyl-6-methoxypyridin-3-yl)oxy)aniline ClC=1C=C(N)C=C(C1OC=1C=NC(=C(C1)C1CCC1)OC)Cl